ClC1=C(C=CC(=C1)Cl)N1C2=C(NC(C1=O)=O)SC(=C2)C(=O)OC methyl 1-(2,4-dichlorophenyl)-2,3-dioxo-1,2,3,4-tetrahydrothieno[2,3-b]pyrazine-6-carboxylate